F[C@H]1C[C@H](N(C1)C(CN1C[C@@H](CC1)NC1=CC=NC2=C(C=CC=C12)Cl)=O)C#N (2S,4S)-4-fluoro-1-[2-[(3R)-3-[(8-chloro-4-quinolyl)amino]pyrrolidin-1-yl]acetyl]pyrrolidine-2-carbonitrile